BrC1C(C=CC(C1Br)N)C 5,6-dibromo-4-methyl-2-cyclohexen-1-amine